3-ethyl-5-fluoro-2-[3-(trifluoromethyl)phenoxy]-6-[3-(trifluoromethyl)-1H-pyrazol-1-yl]pyridine C(C)C=1C(=NC(=C(C1)F)N1N=C(C=C1)C(F)(F)F)OC1=CC(=CC=C1)C(F)(F)F